NC1=CC(=NN1CC(=O)N1C[C@@]2(CC1)C1=C(NC(O2)=O)C=CC(=C1F)Cl)C1CCCC1 (R)-1'-(2-(5-Amino-3-cyclopentyl-1H-pyrazol-1-yl)acetyl)-6-chloro-5-fluorospiro[benzo[d][1,3]oxazine-4,3'-pyrrolidin]-2(1H)-one